ClC=1N(C(C2=C(N1)N(C=C2C2=C(C1=C(N(N=C1C=C2)C)Cl)Cl)COCC[Si](C)(C)C)=O)C 2-chloro-5-(3,4-dichloro-2-methyl-2H-indazol-5-yl)-3-methyl-7-((2-(trimethylsilyl)ethoxy)methyl)-3,7-dihydro-4H-pyrrolo[2,3-d]pyrimidin-4-one